N1(CCCN(CCCNCCC1)CC=1C(=C(C=C(C1)C)CNC(CO)CO)O)CC=1C(=C(C=C(C1)C)CNC(CO)CO)O 2,2'-{1,5,9-triazacyclododecane-1,5-diylbis[methylene(2-hydroxy-5-methyl-3,1-phenylene)methyleneazanediyl]}di(propane-1,3-diol)